C(C)(=O)N(C1=CC=C(C=C1)C1=CC=C(C=N1)C(=O)O)CCC#N 6-[4-[acetyl-(2-cyanoethyl)amino]phenyl]pyridine-3-carboxylic acid